C(CCC)C(C(=O)O)CCC(C)=O 2-BUTYL-5-OXOHEXANOIC ACID